COC1=C(C=C(C=C1)C2=C(C(=O)C3=C(C=C(C=C3O2)OC)O)OC)O The molecule is a trimethoxyflavone that is quercetin in which the hydroxy groups at positions 3, 4' and 7 have been replaced by methoxy groups. It has a role as a plant metabolite. It is a dihydroxyflavone and a trimethoxyflavone. It derives from a quercetin. It is a conjugate acid of a 3',5-dihydroxy-3,4',7-trimethoxyflavone(1-).